(6-fluoro-5-(4-fluoro-3-(imino(methylthio)methyl)-phenoxy)-1-(phenylsulfonyl)-1H-indol-4-yl)methyl acetate hydroiodide I.C(C)(=O)OCC1=C2C=CN(C2=CC(=C1OC1=CC(=C(C=C1)F)C(SC)=N)F)S(=O)(=O)C1=CC=CC=C1